OC(C)(C)C=1N=CC(=NC1)N1C(O[C@]2(C1)C[C@H](C(CC2)(C)C)CN2C=NC1=C2C=C(C=C1)C#N)=O (((5S,7R)-3-(5-(2-hydroxypropan-2-yl)pyrazin-2-yl)-8,8-dimethyl-2-oxo-1-oxa-3-azaspiro[4.5]decan-7-yl)methyl)-1H-benzo[d]imidazole-6-carbonitrile